3-(2-methyloctahydropyrrolo[3,4-d]azepin-6(7H)-yl)-2-nitroaniline CN1CC2CCN(CCC2C1)C=1C(=C(N)C=CC1)[N+](=O)[O-]